1-Nonyl-2-ethylpyrrolidinium acetat C(C)(=O)[O-].C(CCCCCCCC)[NH+]1C(CCC1)CC